COC(=O)C1=NC=C(C=C1N)C amino-5-methylpyridinecarboxylic acid methyl ester